(S)-N-(3-(2-((1,5-dimethyl-1H-pyrazol-3-yl)amino)-5-methylpyrimidin-4-yl)-6-methoxy-1H-indol-7-yl)-2-(3-((2-((2,2,2-trifluoroethyl)amino)pyrimidin-4-yl)oxy)pyrrolidin-1-yl)acetamide CN1N=C(C=C1C)NC1=NC=C(C(=N1)C1=CNC2=C(C(=CC=C12)OC)NC(CN1C[C@H](CC1)OC1=NC(=NC=C1)NCC(F)(F)F)=O)C